C(CCC)C1=NC2(C(N1CC1=C3C=CN=CC3=CC(=C1)C1=C(C=CC=C1)S(=O)(=O)NC1=NOC(=C1C)C)=O)CCCC2 (5-((2-butyl-4-oxo-1,3-diazaspiro[4.4]non-1-en-3-yl)methyl)isoquinolin-7-yl)-N-(4,5-dimethylisoxazol-3-yl)benzenesulfonamide